ClC1=C(C=C(S1)C(=O)C=1C=NC=NC1)COC 5-{[5-chloro-4-(methoxymethyl)-2-thienyl]carbonyl}pyrimidin